BrC1=CC(=NC=C1)NC(CCN1CCN(C2(CC2)C1)C)=O N-(4-bromopyridin-2-yl)-3-{4-methyl-4,7-diazaspiro[2.5]octan-7-yl}propanamide